S1C2=C(C=C1[C@@H](CC[C@@H]1[C@H]([C@H](C[C@H]1O)O)CCCCCCC(=O)O)O)C=CC=C2 7-((1R,2R,3R,5S)-2-((R)-3-(benzo[b]thiophen-2-yl)-3-hydroxypropyl)-3,5-dihydroxycyclopentyl)heptanoic acid